NCCC#CC=1C=C(C=CC1)N1C(NC(CC1)=O)=O 1-(3-(4-aminobut-1-yn-1-yl)phenyl)dihydropyrimidine-2,4(1H,3H)-dione